C1(CC1)C(=O)NC=1N=C2N(C(=CC=C2)C=2C=C(C=C(C2)O)C2=CC=C(O2)P(O)(O)=O)C1 (5-(3-(2-(cyclopropanecarboxamido)imidazo[1,2-a]pyridin-5-yl)-5-hydroxyphenyl)furan-2-yl)phosphonic acid